3-(3-Chloro-4-morpholino-anilino)-5-(methylamino)-6-(3-methylimidazo[4,5-c]pyridin-7-yl)pyrazine-2-carboxamide ClC=1C=C(NC=2C(=NC(=C(N2)NC)C=2C3=C(C=NC2)N(C=N3)C)C(=O)N)C=CC1N1CCOCC1